4-[4-(trifluoromethoxy)phenyl]aniline FC(OC1=CC=C(C=C1)C1=CC=C(N)C=C1)(F)F